(S)-5-chloro-4-((1-(2,5-difluorophenyl)ethyl)amino)-2-fluoro-N-(thiazol-4-yl)benzenesulfonamide ClC=1C(=CC(=C(C1)S(=O)(=O)NC=1N=CSC1)F)N[C@@H](C)C1=C(C=CC(=C1)F)F